2,5-dichloro-4-(3-((6-chloro-3-nitropyridin-2-yl)oxy)propoxy)pyrimidine ClC1=NC=C(C(=N1)OCCCOC1=NC(=CC=C1[N+](=O)[O-])Cl)Cl